ClC(CCCC(OCCCCCC)OC(CCCC(C)Cl)OCCCCCC)C 4-chloropentylhexyloxymethyl ether